(3-chloro-4-fluorophenyl)(4-(methylthio)-1-((2-(trimethylsilyl)ethoxy)methyl)-1H-imidazol-2-yl)methyl diisopropylcarbamate C(C)(C)N(C(OC(C=1N(C=C(N1)SC)COCC[Si](C)(C)C)C1=CC(=C(C=C1)F)Cl)=O)C(C)C